(N-CYCLOHEXYLAMINOMETHYL)TRIETHOXYSILANE C1(CCCCC1)NC[Si](OCC)(OCC)OCC